C(C)(C)(C)OC(=O)N1C[C@@H]([C@H](CC1)NC(=O)C=1SC(=NN1)C1=C(C=C(C=C1)F)F)C(NC1(CC1)C1=NC=CC=N1)=O (3S,4S)-4-{[5-(2,4-Difluoro-phenyl)-[1,3,4]thiadiazole-2-carbonyl]amino}-3-(1-pyrimidin-2-yl-cyclopropylcarbamoyl)-piperidine-1-carboxylic Acid Tert-Butyl Ester